N-[(E)-(1-Hydroxy-3H-2,1-benzoxaborol-5-yl)methylenamino]-5-methoxy-N-methyl-1,1-dioxo-1,2-benzothiazol-3-amin OB1OCC2=C1C=CC(=C2)\C=N\N(C2=NS(C1=C2C=C(C=C1)OC)(=O)=O)C